(R)-(6-((3,4-difluorophenyl)sulfonyl)-1-(4-fluorophenyl)-4,4a,5,6,7,8-hexahydro-1H-pyrazolo[3,4-g]isoquinolin-4a-yl)(thiazol-2-yl)methanone FC=1C=C(C=CC1F)S(=O)(=O)N1C[C@]2(CC3=C(C=C2CC1)N(N=C3)C3=CC=C(C=C3)F)C(=O)C=3SC=CN3